3-((2-formyl-3-methylphenyl)thio)propanoic acid C(=O)C1=C(C=CC=C1C)SCCC(=O)O